C[N-]CCCCCCC N-methylheptylamide